4-(2-methoxy-4-methyl-5-((2-(pyridin-2-ylamino)thiazol-5-yl)methyl)benzoyl)piperazine-1-carboxylic acid tert-butyl ester C(C)(C)(C)OC(=O)N1CCN(CC1)C(C1=C(C=C(C(=C1)CC1=CN=C(S1)NC1=NC=CC=C1)C)OC)=O